C(C)(C)(C)OC(=O)N1CCOC2(CC(C2)C(=O)O)C1 8-tert-butoxy-carbonyl-5-oxa-8-azaspiro[3.5]nonane-2-carboxylic acid